C(CCC)C1(OCC(O1)CO)CC 2-butyl-2-ethyl-1,3-dioxolane-4-methanol